3-(trifluoromethoxy)cyclobutanol FC(OC1CC(C1)O)(F)F